COC=1C=C(C=CC1OC)C12CCN(C2CC(CC1)O)C 3a-(3,4-dimethoxyphenyl)-1-methyl-3,4,5,6,7,7a-hexahydro-2H-indol-6-ol